ClC=1C(=C(C=NC1)NCC=1C=C2N=CC=NC2=CC1)O[C@H]1CNCC1 (R)-5-chloro-4-(pyrrolidin-3-yloxy)-N-(quinoxalin-6-ylmethyl)pyridin-3-amine